Cl.Cl.N1C=C(C=2C1=NC=CC2)CC=2C=CC(=NC2)NCC2=CC=C(C=C2)C(F)(F)F 5-(1H-pyrrolo[2,3-b]pyridin-3-ylmethyl)-N-[[4-(trifluoromethyl)phenyl]methyl]-2-pyridineamine dihydrochloride